2-(((R)-((R)-2,3-dihydro-1H-pyrido[2,3-b][1,4]thiazin-3-yl)(phenyl)methyl)ethyl)benzonitrile N1C2=C(S[C@@H](C1)[C@@H](C1=CC=CC=C1)CCC1=C(C#N)C=CC=C1)N=CC=C2